CN(C1=CC=C(C=C1)C=1OC(=C(N1)C(=O)NCCN1CCN(CC1)C)C1=C(C=CC=C1)[N+](=O)[O-])C (4-(dimethylamino)phenyl)-N-(2-(4-methylpiperazin-1-yl)ethyl)-5-(2-nitrophenyl)oxazole-4-carboxamide